CO[Si]1(N(CCC1)CCCC[Si](OC)(OC)C)C 2-methoxy-2-methyl-1-(4-methyldimethoxysilylbutyl)-1-aza-2-silacyclopentane